OC[C@]1(O)[C@@H](O)[C@@H](O)[C@H](O1)CO β-D-tagatofuranose